tert-Butyl 7-[[3-(2-amino-2-oxo-ethoxy)-4-nitro-phenyl]methyl]-2,7-diazaspiro[3.5]nonane-2-carboxylate NC(COC=1C=C(C=CC1[N+](=O)[O-])CN1CCC2(CN(C2)C(=O)OC(C)(C)C)CC1)=O